2-[[6-amino-3,5-dicyano-4-(2,2,2-trifluoroethyl)-2-pyridinyl]sulfanyl]-2-phenyl-acetamide NC1=C(C(=C(C(=N1)SC(C(=O)N)C1=CC=CC=C1)C#N)CC(F)(F)F)C#N